Phenyl-trin-butoxysilane C1(=CC=CC=C1)[Si](OCCCC)(OCCCC)OCCCC